Perfluoro-1,6-diiodohexane FC(C(C(C(C(C(I)(F)F)(F)F)(F)F)(F)F)(F)F)(I)F